6-chloro-3-(((R)-1-(3,6-dimethyl-2-((1R,5S,6R)-6-(1-methyl-1H-pyrazol-3-yl)-3-azabicyclo[3.1.0]hexan-3-yl)-4-oxo-3,4-dihydroquinazolin-8-yl)ethyl)amino)-N-(methylsulfonyl)picolinamide ClC1=CC=C(C(=N1)C(=O)NS(=O)(=O)C)N[C@H](C)C=1C=C(C=C2C(N(C(=NC12)N1C[C@H]2C([C@H]2C1)C1=NN(C=C1)C)C)=O)C